ClC1=CC(=CC=2CN(CCOC21)CC2=NC(=NC=C2)Cl)N2C=CC1=CC(=CC=C21)F 9-chloro-4-[(2-chloropyrimidin-4-yl)methyl]-7-(5-fluoroindol-1-yl)-3,5-dihydro-2H-1,4-benzoxazepine